ON=C(N)N1CC(CCC1)C(F)(F)F N'-hydroxy-3-(trifluoromethyl)piperidine-1-carboxamidine